tert-butyl (3-((1-((6-chloropyridin-3-yl)amino)isoquinolin-6-yl)oxy)-1,1,1-trifluoropropan-2-yl)carbamate ClC1=CC=C(C=N1)NC1=NC=CC2=CC(=CC=C12)OCC(C(F)(F)F)NC(OC(C)(C)C)=O